2-Amino-6-chloro-4-methoxypyridin-3-ol NC1=NC(=CC(=C1O)OC)Cl